ClC=1C=C(C=CC1)NC1N(C(=NC(=N1)N)N1CCOCC1)C1=CC(=CC=C1)Cl N-(3-Chlorophenyl)-N1-(3-chlorophenyl)-6-morpholin-4-yl-[1,3,5]triazine-2,4-diamine